4-(chloromethyl)-2-(6-fluorobenzofuran-2-yl)oxazole ClCC=1N=C(OC1)C=1OC2=C(C1)C=CC(=C2)F